FC(C(=O)O)(F)F.FC1(CCC(CC1)[C@H](NC(OCC1=CC=CC=C1)=O)C=1N=C2N(N=CC(=N2)C2NCCOC2)C1)F Benzyl N-{(S)-(4,4-difluorocyclohexyl)[3-(morpholin-3-yl)imidazo[1,2-b][1,2,4]triazin-6-yl]methyl}carbamate trifluoroacetic acid salt